C3,4-dihydroxybenzaldehyde OC=1C=C(C=O)C=CC1O